4-(2-(3,4-Dimethoxyphenyl)-3-isopropyl-1H-indol-5-yl)cyclohexan-1-amin COC=1C=C(C=CC1OC)C=1NC2=CC=C(C=C2C1C(C)C)C1CCC(CC1)N